methylenebis-eleostearic acid amide C(CCCCC=CC=CC=CCCCCCCCC(=O)N)CCCCC=CC=CC=CCCCCCCCC(=O)N